ClC=1C=C(C=CC1Cl)NC=1SC=C(N1)C(=O)NCCCN1CCOCC1 2-[(3,4-dichlorophenyl)amino]-N-[3-(morpholin-4-yl)propyl]Thiazole-4-carboxamide